BrC1=C(C=C2C(=NC(=NC2=C1)OC[C@]12CCCN2C[C@@H](C1)F)N1C2(CC2)CN(CC1)C(=O)OC(C)(C)C)F tert-butyl 4-(7-bromo-6-fluoro-2-(((2R,7aS)-2-fluorotetrahydro-1H-pyrrolizin-7a(5H)-yl)methoxy)quinazolin-4-yl)-4,7-diazaspiro[2.5]octane-7-carboxylate